N-(decylphenyl)urea C(CCCCCCCCC)C1=C(C=CC=C1)NC(=O)N